(R)-4-((9-cyclopentyl-7-fluoro-5-methyl-6-oxo-7-vinyl-6,7,8,9-tetrahydro-5H-pyrimido[4,5-b][1,4]diazepin-2-yl)amino)-3-methoxybenzoic acid C1(CCCC1)N1C2=C(N(C([C@](C1)(C=C)F)=O)C)C=NC(=N2)NC2=C(C=C(C(=O)O)C=C2)OC